BrC1=CC=2C[C@H]3OCCN([C@H]3C2C=C1F)C(=O)OC(C)(C)C tert-butyl (4aS,9aR)-7-bromo-6-fluoro-2,3,9,9a-tetrahydroindeno[2,1-b][1,4]oxazine-4(4aH)-carboxylate